N-[2-[[cyano(4-isoquinolyl)methyl]amino]-1-(cyclopropylmethyl)-2-oxo-ethyl]-7-fluoro-1H-indole-2-carboxamide C(#N)C(C1=CN=CC2=CC=CC=C12)NC(C(CC1CC1)NC(=O)C=1NC2=C(C=CC=C2C1)F)=O